4-(((2'-(((1R,4R)-4-aminocyclohexyl)amino)-5'-chloro-[2,4'-bipyridin]-6-yl)amino)methyl)tetrahydro-2H-pyran-4-carbonitrile C1CC(CCC1N)NC2=NC=C(C(=C2)C3=NC(=CC=C3)NCC4(CCOCC4)C#N)Cl